4-[(1R,3R)-3-(but-2-ynoylamino)cyclohexyl]-3-chloro-5-fluoro-2-methyl-1H-indole-7-carboxamide C(C#CC)(=O)N[C@H]1C[C@@H](CCC1)C1=C2C(=C(NC2=C(C=C1F)C(=O)N)C)Cl